4-acetylbenzonitrile C(C)(=O)C1=CC=C(C#N)C=C1